C[Si]1(CCNCC1)C 4,4-dimethyl-1,4-azasilinan